FC1(CN(C1)C1=CC=C(C=N1)C=1N=C2SCCCN2C(C1C#N)=O)C 8-(6-(3-fluoro-3-methylazetidin-1-yl)pyridin-3-yl)-6-oxo-3,4-dihydro-2H,6H-pyrimido[2,1-b][1,3]thiazine-7-carbonitrile